4-phenyl-3,4-dihydro-1H-benzo[4,5]imidazo[2,1-c][1,4]oxazine C1(=CC=CC=C1)C1N2C(COC1)=NC1=C2C=CC=C1